allyl (R/S)-3-hydroxydecanoate O[C@@H](CC(=O)OCC=C)CCCCCCC |r|